2,2-dimethyl-4-(3-methyl-2-oxo-1,3-benzoxazol-6-yl)-3-oxo-piperazine-1-carboxylic acid tert-butyl ester C(C)(C)(C)OC(=O)N1C(C(N(CC1)C1=CC2=C(N(C(O2)=O)C)C=C1)=O)(C)C